(2-amino-3-(3-((5-fluoro-6-(3-fluorophenoxy)pyridin-3-yl)methyl)isoxazol-5-yl)pyridin-1-ium-1-yl)methyl hydrogen phosphate P(=O)(OC[N+]1=C(C(=CC=C1)C1=CC(=NO1)CC=1C=NC(=C(C1)F)OC1=CC(=CC=C1)F)N)(O)[O-]